2-[4-(methyl-p-tolyl-amino)-phenoxy]-pyrido[3,4-d]pyrimidin CN(C1=CC=C(OC=2N=CC3=C(N2)C=NC=C3)C=C1)C1=CC=C(C=C1)C